5-fluoro-8-(4-fluorophenyl)-9-(isoindole-1,3-dione-2-yl)-8,9-dihydro-2H-pyrido[4,3,2-de]phthalazin-3(7H)-one-7-carboxylic acid tert-butyl ester C(C)(C)(C)OC(=O)N1C(C(C2=NNC(C=3C=C(C=C1C23)F)=O)N2C(C3=CC=CC=C3C2=O)=O)C2=CC=C(C=C2)F